5-fluoro-3-(4-mercaptophenyl)-2-methyl-quinazolin-4(3H)-one FC1=C2C(N(C(=NC2=CC=C1)C)C1=CC=C(C=C1)S)=O